N-(3-(cyclopentylsulfonyl)phenyl)-6-(3-(hydroxymethyl)azetidin-1-yl)-2-(6-azaspiro[2.5]octan-6-yl)nicotinamide C1(CCCC1)S(=O)(=O)C=1C=C(C=CC1)NC(C1=C(N=C(C=C1)N1CC(C1)CO)N1CCC2(CC2)CC1)=O